C(C)C(=CCC=C)CCCCC 5-Ethyl-1,4-decadiene